C(#N)C1=CC(=C(COC2=CC=CC(=N2)N2[C@@H]3[C@H](N(CC2)CC2=NC4=C(N2C[C@H]2OCC2)C=C(C=C4)C(=O)OC)COC3)C=C1)F |&1:15,16| methyl 2-(((4aRS,7aSR)-4-(6-((4-cyano-2-fluorobenzyl)oxy)pyridin-2-yl)hexahydrofuro[3,4-b]pyrazin-1(2H)-yl)methyl)-1-(((S)-oxetan-2-yl)methyl)-1H-benzo[d]imidazole-6-carboxylate